CN(C(C)C(C1=CC=CC=C1)(C1=CC=CC=C1)C1=CC=CC=C1)C1CCN(CC1)C=1C2=C(N=C(N1)OC[C@H]1N(CCC1)C)CN(CC2)C2=CC=CC1=CC=CC(=C21)C N-methyl-N-(1-(7-(8-methylnaphthalen-1-yl)-2-(((S)-1-methylpyrrolidin-2-yl)methoxy)-5,6,7,8-tetrahydropyrido[3,4-d]pyrimidin-4-yl)piperidin-4-yl)-1-tritylethanamine